COC1=C(C=C(C=C1)C)C1(OCC(C1)C1=CC=CC=C1)C(=O)O 2-(2-methoxy-5-methylphenyl)-4-phenyltetrahydrofuran-2-carboxylic acid